BrC1=CC=C(C=C1)NC(=O)N[C@H](C(=O)NCP(OCC)(O)=O)[C@H](CC)C ethyl hydrogen ({[(2S,3S)-2-{[(4-bromophenyl)carbamoyl]amino}-3-methylpentanoyl]amino}methyl)phosphonate